3-(6-(((1S,3S)-3-Aminocyclopentyl)amino)pyridin-3-yl)-1-methyl-1,3-dihydro-2H-imidazo[4,5-b]pyridin-2-one N[C@@H]1C[C@H](CC1)NC1=CC=C(C=N1)N1C(N(C=2C1=NC=CC2)C)=O